PYRIMIDOIMIDAZOLE N1C=NC2=C1C=NC=N2